OC[C@H]1O[C@H]([C@@H]([C@H]([C@H]1O)O)O)OC1=CC=C(C=C1)NC1=NC=CC2=CC=CC=C12 (2R,3R,4S,5R,6S)-2-(hydroxymethyl)-6-(4-(isoquinolin-1-ylamino)phenoxy)tetrahydro-2H-pyran-3,4,5-triol